{[(oxolan-3-yl)methyl]amino}-1,2-dihydroquinoline-3-carboxamide O1CC(CC1)CNN1CC(=CC2=CC=CC=C12)C(=O)N